CN1C(=NN=C1)CC1(COC1)C=1C=C(C=CC1)N1C(C2=CC(=CC(=C2C1)C(F)(F)F)N1CCNC2(CC2)C1)=O 2-(3-(3-((4-Methyl-4H-1,2,4-triazol-3-yl)methyl)oxetan-3-yl)phenyl)-6-(4,7-diazaspiro[2.5]octan-7-yl)-4-(trifluoromethyl)isoindolin-1-one